ClC1=C(OC2=CC=C(C=C2)C=2N(N=C3C2C=NC=C3)[C@H]3CN(CCC3)C(C=C)=O)C=CC=C1Cl (R)-1-(3-(3-(4-(2,3-dichlorophenoxy)phenyl)-2H-pyrazolo[4,3-c]pyridin-2-yl)piperidin-1-yl)prop-2-en-1-one